OC(C(C)N1C(C2=CC(=C(C(=C2C1)C)C)CC1=CC=C(C=C1)OC)=O)(C)C 2-(3-hydroxy-3-methylbutan-2-yl)-6-(4-methoxybenzyl)-4,5-dimethylisoindolin-1-one